(R)-6-methylpiperidin-3-ol CC1CC[C@H](CN1)O